3-(7-((2-(5-methyl-1H-indol-3-yl)ethyl)amino)thiazolo[5,4-d]pyrimidin-5-yl)pyridin-2-ol CC=1C=C2C(=CNC2=CC1)CCNC=1C2=C(N=C(N1)C=1C(=NC=CC1)O)SC=N2